BrC1=CC(=C(C=C1Cl)[C@H](N[S@@](=O)C(C)(C)C)C1CCN(CC1)C(=O)[C@@H]1OC(OC1)(C)C)OCC=C (S)-N-[(R)-[4-bromo-5-chloro-2-(prop-2-en-1-yloxy)phenyl]([1-[(4R)-2,2-dimethyl-1,3-dioxolane-4-carbonyl]piperidin-4-yl])methyl]-2-methylpropane-2-sulfinamide